methylanthracene CC1=CC2=CC3=CC=CC=C3C=C2C=C1